benzyl (S)-2-(((benzyloxy)carbonyl)amino)-3-(5-methyl-1,3,4-oxadiazol-2-yl)propanoate C(C1=CC=CC=C1)OC(=O)N[C@H](C(=O)OCC1=CC=CC=C1)CC=1OC(=NN1)C